(5R*)-N-(3-Cyano-4-fluorophenyl)-5-((2,2-difluoroethoxy)methyl)-5,6,9,10-tetrahydro-4H-isoxazolo[3,4-c]pyrido[4',3':3,4]pyrazolo[1,5-a]azepine-11(12H)-carboxamide C(#N)C=1C=C(C=CC1F)NC(=O)N1CC=2C(=NN3C2C=2C(C[C@H](C3)COCC(F)F)=CON2)CC1 |o1:22|